4-(2,4,6-Trifluorophenoxy)-6-(trifluoromethyl)pyrimidin-2-amine FC1=C(OC2=NC(=NC(=C2)C(F)(F)F)N)C(=CC(=C1)F)F